ClC1=C2C=3C(=NC=NC3C=C1C1=C(C(=CC(=N1)N)C)C(F)(F)F)N(CCO2)CCN(C)C 6-(8-Chloro-4-(2-(dimethylamino)ethyl)-5,6-dihydro-4H-[1,4]oxazepino[5,6,7-de]quinazolin-9-yl)-4-methyl-5-(trifluoromethyl)pyridin-2-amine